C(CCCCCCC[N+]1=CC=C(C=C1)C)[N+]1=CC=C(C=C1)C 1,1'-(octane-1,8-diyl)bis(4-methylpyridin-1-ium)